C[C@@H](CC(=O)NC1=CC=CC2=CC=CC=C12)CCC1=CC=CC=C1 (R)-3-methyl-N-(naphthalen-1-yl)-5-phenylpentanamide